C1(CC1)N1CCN(CC1)C1=NC=C(C=N1)C=1C(=CC(=C(C1)NC(C1=C(C=C(C=C1)F)C(F)(F)F)=O)N1C[C@H](N(CC1)C)C)F |r| N-[5-[2-(4-cyclopropylpiperazin-1-yl)pyrimidin-5-yl]-4-fluoro-2-[rac-(3R)-3,4-dimethylpiperazin-1-yl]phenyl]-4-fluoro-2-(trifluoromethyl)benzamide